methyl (2R,3S)-2-methylpyrrolidine-3-carboxylate C[C@H]1NCC[C@@H]1C(=O)OC